3-(4-(1H-tetrazol-5-yl)phenyl)-N-(4-fluorophenyl)oxetane-3-carboxamide N1N=NN=C1C1=CC=C(C=C1)C1(COC1)C(=O)NC1=CC=C(C=C1)F